CCN(CC)CCCl 2-chlorotriethylamine